((3aS,8bR,E)-3-((((S)-3,4-dimethyl-5-oxo-2,5-dihydrofuran-2-yl)oxy)methylene)-2-oxo-3,3a,4,8b-tetrahydro-2H-indeno[1,2-b]furan-7-yl)pivalamide CC=1[C@H](OC(C1C)=O)O\C=C\1/[C@H]2[C@@H](OC1=O)C1=CC(=CC=C1C2)CC(C(=O)N)(C)C